N-phenyl-r-aminopropyltrimethoxysilane C1(=CC=CC=C1)NCCC[Si](OC)(OC)OC